4-amino-7-chloro-N,1-dimethyl-N-((3S)-6-(1-(trifluoromethyl)-1H-pyrazol-4-yl)-2,3-dihydro-1-benzofuran-3-yl)-1H-pyrazolo[4,3-c]quinoline-8-carboxamide NC1=NC=2C=C(C(=CC2C2=C1C=NN2C)C(=O)N([C@@H]2COC1=C2C=CC(=C1)C=1C=NN(C1)C(F)(F)F)C)Cl